3-amino-7,9-difluoro-1-methyl-1,3,4,5-tetrahydro-2H-benzo[b]Azepin-2-one hydrochloride Cl.NC1CCC2=C(N(C1=O)C)C(=CC(=C2)F)F